C(=O)NC(C(=O)OCCCC)C1=CC=CC=C1 butyl N-formyl-α-phenylglycinate